[Na+].CC(C#CC(=O)[O-])C 4-methylpent-2-ynoic acid sodium salt